C(C)(=O)OC[C@@H](COC1=C(C=C(C=C1)C(C)(C)C1=CC(=C(C=C1)OC[C@H](CCl)OC(C)=O)Cl)Cl)OC(C)=O (R)-3-(4-(2-(4-((R)-2-acetoxy-3-chloropropoxy)-3-chlorophenyl)propan-2-yl)-2-chlorophenoxy)propane-1,2-diyl diacetate